tert-Butyl N-[4-carbamoyl-5-[2-chloro-4-[2-[[3-(3,3-dimethylcyclobutyl)isoxazol-5-yl]amino]-2-oxo-ethyl]phenyl]-2-isopropyl-pyrazol-3-yl]carbamate C(N)(=O)C1=C(N(N=C1C1=C(C=C(C=C1)CC(=O)NC1=CC(=NO1)C1CC(C1)(C)C)Cl)C(C)C)NC(OC(C)(C)C)=O